(S)-N-((R)-1-(6-(3,3-dioxido-1,3,4-oxathiazinan-4-yl)pyridin-3-yl)-3-(4-hydroxypiperidin-1-yl)propyl)-7-fluoro-7-isopropyl-5,6,7,8-tetrahydrothiazolo[5,4-b]quinoline-2-carboxamide O=S1(COCCN1C1=CC=C(C=N1)[C@@H](CCN1CCC(CC1)O)NC(=O)C=1SC2=NC=3CC[C@](CC3C=C2N1)(C(C)C)F)=O